2-fluoro-4-(4-((4-methoxyphenyl)sulfonyl)-3,4-dihydro-2H-pyrido[4,3-b][1,4]thiazin-8-yl)benzonitrile FC1=C(C#N)C=CC(=C1)C1=CN=CC2=C1SCCN2S(=O)(=O)C2=CC=C(C=C2)OC